6-((2-amino-6-chloro-7-fluoro-1-(1-methyl-1H-pyrazol-4-yl)-1H-indol-3-yl)thio)picolinic acid NC=1N(C2=C(C(=CC=C2C1SC1=CC=CC(=N1)C(=O)O)Cl)F)C=1C=NN(C1)C